C(CCC)C1=CC(NC(=N1)C1=C(C=CC=C1)CN1C(CCC1)C)=O 6-butyl-2-(2-[(2-methylpyrrolidin-1-yl)methyl]phenyl)pyrimidin-4(3H)-one